2-(5-{[4-(2-amino-8-methoxyquinazolin-4-yl)-1H-1,2,3-triazol-1-yl]methyl}-1H-pyrazol-1-yl)ethan-1-ol NC1=NC2=C(C=CC=C2C(=N1)C=1N=NN(C1)CC1=CC=NN1CCO)OC